3-(6-chloro-5-(1-(oxetan-3-yl)-4-(pyrrolidin-1-ylmethyl)-1H-pyrrolo[2,3-b]pyridin-6-yl)-1-oxoisoindolin-2-yl)piperidine-2,6-dione ClC1=C(C=C2CN(C(C2=C1)=O)C1C(NC(CC1)=O)=O)C1=CC(=C2C(=N1)N(C=C2)C2COC2)CN2CCCC2